(S)-N-(1-(6,7-difluoro-1-methoxyisoquinolin-4-yl)ethyl)-N,2-dimethylpropane-2-sulfinamide FC=1C=C2C(=CN=C(C2=CC1F)OC)C(C)N([S@@](=O)C(C)(C)C)C